3,6-dibromodibenzothiophene BrC=1C=CC2=C(SC3=C2C=CC=C3Br)C1